6-bromo-3-(chloromethyl)-1-methylindazole BrC1=CC=C2C(=NN(C2=C1)C)CCl